1,2-BENZISOTHIAZOLIN-3-ONE C1=CC=C2C(=C1)C(=O)NS2